tert-butyl N-[2-(4-{2-azatricyclo[10.4.0.04,9]hexadeca-1(12),4(9),5,7,13,15-hexaen-10-yn-2-yl}-N-(2-{[(tert-butoxy) carbonyl]amino}ethyl)-4-oxobutanamido) ethyl]carbamate C1=2N(CC=3C=CC=CC3C#CC2C=CC=C1)C(CCC(=O)N(CCNC(=O)OC(C)(C)C)CCNC(OC(C)(C)C)=O)=O